CC(C(=O)N)C 2,2-dimethylacetamide